FC(C(=O)OC(C)(C)C)(F)F tertbutyl trifluoroacetate